Z-1,4-pentadiene C=CCC=C